4-methyl-2'-hydroxy-4'-methoxy-3'-(methylpiperazin-1-yl)methyl-chalcone CC1=CC=C(C=C1)\C=C\C(=O)C1=C(C(=C(C=C1)OC)CN1C(CNCC1)C)O